(1R,9R)-10,10-dimethyl-6-(5-methyl-1H-indazol-4-yl)-4-((5S)-5-methyl-2-(2-propenoyl)-2,6-diazaspiro[3.4]octan-6-yl)-3-azatricyclo[7.1.1.02,7]undeca-2,4,6-triene-5-carbonitrile CC1([C@H]2CC3=C(C(=C(N=C3[C@@H]1C2)N2[C@H](C1(CN(C1)C(C=C)=O)CC2)C)C#N)C2=C1C=NNC1=CC=C2C)C